OC=1C=CC(=C(C1)B(O)O)C 5-hydroxy-2-methyl-phenyl-boronic acid